N-(4-(benzo[d]thiazol-7-yl)phenethyl)-2-ethynylthiazole-4-carboxamide S1C=NC2=C1C(=CC=C2)C2=CC=C(CCNC(=O)C=1N=C(SC1)C#C)C=C2